N'-(3-aminopropyl)butane-1,4-diamine NCCCNCCCCN